di(4-tolyl)amine C1(=CC=C(C=C1)NC1=CC=C(C=C1)C)C